NC1=NC2=C(C=3N1N=C(N3)C=3OC=CC3)C=NN2[C@](C(=O)NCC2=NC=CC=C2C)(C)C2=CC=CC=C2 (R)-2-(5-amino-2-(furan-2-yl)-7H-pyrazolo[4,3-e][1,2,4]triazolo[1,5-c]pyrimidin-7-yl)-N-((3-methylpyridin-2-yl)methyl)-2-phenylpropanamide